2-(2,6-dioxopiperidin-3-yl)-5-(piperazin-1-yl)isoindole-1,3-dione formate C(=O)O.O=C1NC(CCC1N1C(C2=CC=C(C=C2C1=O)N1CCNCC1)=O)=O